(S)-((5-(1-(((benzyloxy)carbonyl)amino)-2-(1H-indol-3-yl)ethyl)-1,3,4-oxadiazol-2-yl)methyl)carbamic acid tert-butyl ester C(C)(C)(C)OC(NCC=1OC(=NN1)[C@H](CC1=CNC2=CC=CC=C12)NC(=O)OCC1=CC=CC=C1)=O